2-(5-((S or R)-1-(((R)-((R)-7-fluoro-1,2,3,4-tetrahydropyrido[2,3-b]pyrazin-3-yl)(phenyl)methyl)amino)propan-2-yl)-2,4-dimethylphenyl)acetic acid FC1=CC2=C(N[C@H](CN2)[C@@H](C2=CC=CC=C2)NC[C@@H](C)C=2C(=CC(=C(C2)CC(=O)O)C)C)N=C1 |o1:18|